5-(hentriacontan-16-yloxy)-5-oxopentanoic acid CCCCCCCCCCCCCCCC(CCCCCCCCCCCCCCC)OC(CCCC(=O)O)=O